2-(4-Ethyl-3-(hydroxymethyl)-5-oxo-4,5-dihydro-1H-1,2,4-triazol-1-yl)-3-fluoro-6-(o-tolyl)-8-(1,1,1-trifluoropropan-2-yl)-1,6-naphthyridin-5(6H)-one C(C)N1C(=NN(C1=O)C1=NC=2C(=CN(C(C2C=C1F)=O)C1=C(C=CC=C1)C)C(C(F)(F)F)C)CO